C(C)OC(=O)C1=NN(C2=C1CNCC2)CC2=C(C=CC=C2)C(F)F 1-[[2-(Difluoromethyl)phenyl]methyl]-1H,4H,5H,6H,7H-pyrazolo[4,3-c]pyridine-3-carboxylic acid ethyl ester